Benzyl 4-{4-[7-(dibutoxymethyl)-2-azaspiro[3.5]nonan-2-yl]phenyl}piperidine-1-carboxylate C(CCC)OC(C1CCC2(CN(C2)C2=CC=C(C=C2)C2CCN(CC2)C(=O)OCC2=CC=CC=C2)CC1)OCCCC